C(#N)C1=C(C=CC(=C1)C(F)(F)F)N1CCC(CC1)(C(=O)N[C@H]1CN(CC1)C)C=1C=NC(=C(C1)F)C1=C(C=CC=C1)OCC 1-[2-cyano-4-(trifluoromethyl)phenyl]-4-[6-(2-ethoxyphenyl)-5-fluoropyridin-3-yl]-N-[(3R)-1-methylpyrrolidin-3-yl]piperidine-4-carboxamide